stearyl-trihydroxyethyl-propylenediamine dihydrofluoride F.F.C(CCCCCCCCCCCCCCCCC)N(C(CN)C)CC(O)(O)O